BrC=1C(N(C(=CC1OCC1=C(C=C(C=C1)F)F)C)C1=C(C=C(OCC(=O)N)C=C1F)F)=O 2-{4-[3-bromo-4-[(2,4-difluorobenzyl)oxy]-6-methyl-2-oxopyridin-1(2H)-yl]-3,5-difluorophenoxyl}acetamide